2,2-diiodo-4-(4-dimethylaminobutyl)[1,3]-dioxolane IC1(OCC(O1)CCCCN(C)C)I